2-(4-Biphenylyl)-6-phenylbenzoxazol C1(=CC=C(C=C1)C=1OC2=C(N1)C=CC(=C2)C2=CC=CC=C2)C2=CC=CC=C2